4-ethylbenzotriazole C(C)C1=CC=CC=2NN=NC21